benzyl (S)- or (R)-5-((diethoxyphosphoryl)fluoromethyl)benzo[b]thiophene-2-carboxylate C(C)OP(=O)(OCC)[C@@H](C1=CC2=C(SC(=C2)C(=O)OCC2=CC=CC=C2)C=C1)F |o1:8|